C1(CC1)NC(C(C)OC1=CC(=CC=C1)C=O)=O N-CYCLOPROPYL-2-(3-FORMYLPHENOXY)PROPANAMIDE